(R)-8-(5-methylthiazol-2-yl)-3-oxo-N-(1-(2-(trifluoromethyl)pyrimidin-5-yl)ethyl)-3,4-dihydro-2H-benzo[b][1,4]oxazine-6-carboxamide CC1=CN=C(S1)C1=CC(=CC2=C1OCC(N2)=O)C(=O)N[C@H](C)C=2C=NC(=NC2)C(F)(F)F